COC(=O)C1=CNC(=C1)B1OC(C(O1)(C)C)(C)C methyl-5-(4,4,5,5-tetramethyl-1,3,2-dioxaborolan-2-yl)pyrrole-3-carboxylate